1,7-dicyanooctane C(#N)CCCCCCC(C)C#N